(R)-N-((R)-1-(6-fluoro-3-methyl-2-(4-methyltetrahydro-2H-pyran-4-yl)-4-oxo-3,4-dihydroquinazolin-8-yl)ethyl)-2-methylpropane-2-sulfinamide FC=1C=C2C(N(C(=NC2=C(C1)[C@@H](C)N[S@](=O)C(C)(C)C)C1(CCOCC1)C)C)=O